COC(C1=C(C=NC=C1F)CC=NOCCO[Si](C(C)(C)C)(C1=CC=CC=C1)C1=CC=CC=C1)=O 3-(9,9-dimethyl-8,8-diphenyl-4,7-dioxa-3-aza-8-siladec-2-enyl)-5-fluoroisonicotinic acid methyl ester